C(COCCN)OCCN 2'-(ethane-1,2-diylbis(oxy))bis(ethane-1-amine)